3-((4-chloro-3-(1H-tetrazol-5-yl)phenyl)amino)-4-hydroxycyclobut-3-ene-1,2-dione ClC1=C(C=C(C=C1)NC=1C(C(C1O)=O)=O)C1=NN=NN1